P(O)(=O)(OP(=O)(O)OP(=O)(O)O)OC[C@@H]1[C@H](C[C@@H](O1)N1C=C(C=2C(=O)NC(N)=NC12)I)O 7-deaza-7-iodo-2'-deoxy-guanosine-5'-triphosphate